OC1=CC=C(C=C2C(OC(OC2=O)(C2=CC=CC=C2)C)=O)C=C1 5-(4-hydroxybenzylidene)-2-methyl-2-phenyl-1,3-dioxane-4,6-dione